3-4-mesityl-N-((trimethylsilyl)methyl)benzothiazol-2-amine C1(=CC(=C(C(=C1)C)N1C(SC2=C1C=CC=C2)NC[Si](C)(C)C)C)C